P(O)(O)O.C(C)(C)(C)C1=C(C(=CC(=C1)C(C)(C)C)C(C)(C)C)C(C(CO)(CC)CCCC)O 2,4,6-Tri-tert-butylphenyl-(2-butyl-2-ethyl-1,3-propanediol) phosphite